1-(cyclopropanecarbonyl)azetidine-3-carboxylic acid C1(CC1)C(=O)N1CC(C1)C(=O)O